3-[tert-butyl(diphenyl)silyl]oxycyclobutanecarbonylchloride [Si](C1=CC=CC=C1)(C1=CC=CC=C1)(C(C)(C)C)OC1CC(C1)C(=O)Cl